1,3-bis(1-adamantyl)imidazole tetrafluoroborate F[B-](F)(F)F.C12(CC3CC(CC(C1)C3)C2)N2CN(C=C2)C23CC1CC(CC(C2)C1)C3